CC1=CNC=C1 3-Methyl-pyrrole